B([O-])(O)O.S(=O)(=O)(O)O.[Na+] sodium hydrogen sulfate borate